(E)-1-[2,4-Bis(difluoromethoxy)phenyl]-3-(4-hydroxy-3-nitrophenyl)prop-2-en-1-one FC(OC1=C(C=CC(=C1)OC(F)F)C(\C=C\C1=CC(=C(C=C1)O)[N+](=O)[O-])=O)F